methyl (5R)-3-(1-(2-((S)-1-(((benzyloxy)carbonyl)amino)-2,2-dicyclopropylethyl)imidazo[1,2-b]pyridazin-6-yl)-2-methoxyethyl)-2-oxo-5-(trifluoromethyl)piperidine-3-carboxylate C(C1=CC=CC=C1)OC(=O)N[C@@H](C(C1CC1)C1CC1)C=1N=C2N(N=C(C=C2)C(COC)C2(C(NC[C@@H](C2)C(F)(F)F)=O)C(=O)OC)C1